ClC1=C(COCCOCCCCCCNCC(O)C2=CC(=C(C=C2)O)CO)C(=CC=C1)Cl 4-(2-{6-[2-(2,6-dichloro-benzyloxy)-ethoxy]-hexylamino}-1-hydroxy-ethyl)-2-hydroxymethyl-phenol